C(C)(=O)C(NC1=CC=C(C=C1)Cl)C(=O)NC12CC(C1)(C2)NC(COC2=CC(=C(C=C2)Cl)F)=O hydrogen 2-acetyl-N-{3-[2-(4-chloro-3-fluorophenoxy)acetylamino]Bicyclo-[1.1.1]Pentan-1-yl}-N2-(4-chlorophenyl)glycinamide